Propyl (R)-4-methyl-2-(3-((7-(5-methyl-1,2,4-oxadiazol-3-yl)isoquinolin-1-yl)amino)pyrrolidine-1-carbonyl)thiazole-5-carboxylate CC=1N=C(SC1C(=O)OCCC)C(=O)N1C[C@@H](CC1)NC1=NC=CC2=CC=C(C=C12)C1=NOC(=N1)C